Trichlorofluoromethan ClC(F)(Cl)Cl